2-(7-chloro-1,1-dioxido-3,4-dihydro-2H-pyrido[3,2-b][1,4,5]oxathiazepin-2-yl)-3-(6-fluoro-2,3-dimethylphenyl)butanoic acid ClC1=CC=2OCCN(S(C2N=C1)(=O)=O)C(C(=O)O)C(C)C1=C(C(=CC=C1F)C)C